(R,S)-4-((2-Fluorophenyl)((8-methyl-4-oxochroman-7-yl)oxy)methyl)benzonitrile FC1=C(C=CC=C1)[C@@H](C1=CC=C(C#N)C=C1)OC1=CC=C2C(CCOC2=C1C)=O